C1(=CC=CC=C1)C1=C(OC(OC2=C(C=CC=C2C2=CC=CC=C2)C2=CC=CC=C2)[Al])C(=CC=C1)C1=CC=CC=C1 bis[(2,6-diphenyl)phenoxy]methyl-aluminum